2-methyl-9,12-dioxo-13-{2-[(1-oxoheptadecyl) oxy] ethyl}-5-oxa-2,8,13-triazapentadec-10-en-15-yl heptadecanoate C(CCCCCCCCCCCCCCCC)(=O)OCCN(C(C=CC(NCCOCCN(C)C)=O)=O)CCOC(CCCCCCCCCCCCCCCC)=O